(S)-3-(4-cyclobutoxyphenylmethyl)-1-(4-fluorophenylmethyl)-1-((1-methylpyrrolidin-2-yl)methyl)urea C1(CCC1)OC1=CC=C(C=C1)CNC(N(C[C@H]1N(CCC1)C)CC1=CC=C(C=C1)F)=O